CC1=CC=C(C=C1)S(=O)(=O)NCCCC1=NC=CC=C1 3-{[(4-methylphenyl)sulfonyl]amino}propyl-pyridin